N1=C(C=CC=C1)C1=C(C=C(C=C1C)C)C (2-pyridyl)mesitylene